henicosan-11-yl 9-oxohexadecanoate O=C(CCCCCCCC(=O)OC(CCCCCCCCCC)CCCCCCCCCC)CCCCCCC